8-(2-aminopyridin-4-yl)-7-(4-fluorophenyl)-2-((3-fluoropyridin-2-yl)methyl)-[1,2,4]triazolo[1,5-c]pyrimidin-5-amine NC1=NC=CC(=C1)C=1C=2N(C(=NC1C1=CC=C(C=C1)F)N)N=C(N2)CC2=NC=CC=C2F